NCCCOC(NCCC1=CC(=CC=C1)OC1=CC=CC=C1)=O (3-aminopropyl)(3-phenoxyphenethyl)carbamate